5-ethyl-1,4-octadiene C(C)C(=CCC=C)CCC